N-ethyl-3-methyl-2-nitroaniline C(C)NC1=C(C(=CC=C1)C)[N+](=O)[O-]